The molecule is a hydroxy monocarboxylic acid anion resulting from the removal of a proton from the carboxy group of (4S,5S)-4,5-dihydroxy-2,6-dioxohexanoic acid. The major species at pH 7.3. It is a hydroxy monocarboxylic acid anion and a dioxo monocarboxylic acid anion. It is a conjugate base of a (4S,5S)-4,5-dihydroxy-2,6-dioxohexanoic acid. C([C@@H]([C@@H](C=O)O)O)C(=O)C(=O)[O-]